(4S)-3-(9-bromo-6-methyl-5,6-dihydrobenzo[f]imidazo[1,2-d][1,4]oxazepin-2-yl)-4-(difluoromethyl)oxazolidin-2-one BrC1=CC2=C(C=3N(CC(O2)C)C=C(N3)N3C(OC[C@H]3C(F)F)=O)C=C1